5-(1H-Indol-2-yl)-3-(4-(4-(trifluoromethyl)phenoxy)phenyl)-1,2,4-oxadiazole N1C(=CC2=CC=CC=C12)C1=NC(=NO1)C1=CC=C(C=C1)OC1=CC=C(C=C1)C(F)(F)F